hexadecan-1-yl heptatriacontanoate C(CCCCCCCCCCCCCCCCCCCCCCCCCCCCCCCCCCCC)(=O)OCCCCCCCCCCCCCCCC